ClC1=CC=C(C=C1)C=1C=C(C(N(N1)C=1C=NC=C(C1)Cl)=O)C(=O)N[C@H](CO)C 6-(4-Chlorophenyl)-2-(5-chloropyridin-3-yl)-N-[(2S)-1-hydroxypropan-2-yl]-3-oxo-2,3-dihydropyridazine-4-carboxamide